2-(1,3-dimethyl-1H-pyrazole-5-carboxamido)-1H-benzo[d]imidazole-5-carboxamide CN1N=C(C=C1C(=O)NC1=NC2=C(N1)C=CC(=C2)C(=O)N)C